C(C)(C)(C)C1=NN(C(=C1)C(=O)NC12CC(C1)(C2)NC(COC2=CC(=C(C=C2)Cl)F)=O)C 3-tert-butyl-N-{3-[2-(4-chloro-3-fluorophenoxy)acetylamino]bicyclo[1.1.1]pentan-1-yl}-1-methyl-1H-pyrazole-5-carboxamide